FC1(CCN(CC1)C1=NC2=CC(=C(C=C2C(=N1)NC[C@@H](C)N1CCC(CC1)OC)OC)OCCCN1CCCC1)F (R)-2-(4,4-difluoropiperidin-1-yl)-6-methoxy-N-(2-(4-methoxypiperidin-1-yl)propyl)-7-(3-(pyrrolidin-1-yl)propoxy)quinazolin-4-amine